[N+](=O)([O-])C1=C2C(=CC=NC2=CC=C1)C(=O)O 5-nitroquinolin-4-carboxylic acid